ClC=1C=C(C=NC1C1=CC=CC=C1)CNCCCCNCCNC1=NC2=C(C3=CN=CC=C13)C=CC(=C2)C(=O)N 5-((2-((4-(((5-Chloro-6-phenylpyridin-3-yl)methyl)amino)butyl)amino)ethyl)amino)benzo[c][2,6]naphthyridine-8-carboxamide